NC1=NC=CC(=C1)C1=NC(=CC(=N1)C1(S(CCC1)(=NC1CC1)=O)C)N1[C@@H](COCC1)C 2-(2-(2-aminopyridin-4-yl)-6-((R)-3-methylmorpholino)-pyrimidin-4-yl)-1-(cyclopropylimino)-2-methyltetrahydro-1H-1λ6-thiophene 1-oxide